4-bromo-2-(3-fluorobenzyl)phenol BrC1=CC(=C(C=C1)O)CC1=CC(=CC=C1)F